ClC1=C(C=CC=C1F)C(C1CC1)NC=1C(=NC(=NC1)C(=O)N[C@H](C)\C=C\S(=O)(=O)C)C 5-(((2-chloro-3-fluorophenyl)(cyclopropyl)methyl)amino)-4-methyl-N-((R,E)-4-(methylsulfonyl)but-3-en-2-yl)pyrimidine-2-carboxamide